N,N-BIS(4-METHOXYBENZYL)-1-((S)-TETRAHYDROFURAN-2-YL)HEX-5-ENE-2-SULFONAMIDE COC1=CC=C(CN(S(=O)(=O)C(C[C@H]2OCCC2)CCC=C)CC2=CC=C(C=C2)OC)C=C1